5-(4-bromo-1-fluoro-3-hydroxy-7-methoxynaphthalen-2-yl)-1λ6,2,5-thiadiazolidine-1,1,3-trione BrC1=C(C(=C(C2=CC(=CC=C12)OC)F)N1CC(NS1(=O)=O)=O)O